5-(hydroxymethyl)thiazol OCC1=CN=CS1